1-(3,5-Difluoropyridin-2-yl)-7-methoxy-3-methyl-8-(3-methyl-1H-pyrazol-4-yl)-1,3-dihydroimidazo[4,5-c]quinolin-2-one FC=1C(=NC=C(C1)F)N1C(N(C=2C=NC=3C=C(C(=CC3C21)C=2C(=NNC2)C)OC)C)=O